1,12-Dibromododecane BrCCCCCCCCCCCCBr